OCN1C(NC(C1(C)C)=O)=O 1-(hydroxymethyl)-5,5-dimethyl-2,4-imidazolidinedione